O=C1NC(CCC1N1CC2=CC=C(C=C2C1)N1C(C(N(C(C1([2H])[2H])([2H])[2H])CC1CCN(CC1)CCOC1=CC=C(C=C1)C(=C(CC)C1=CC=CC=C1)C1=CC=CC=C1)([2H])[2H])([2H])[2H])=O 2-(2,6-dioxopiperidin-3-yl)-5-(4-((1-(2-(4-(1,2-diphenylbut-1-en-1-yl)phenoxy)ethyl)piperidin-4-yl)methyl)piperazin-1-yl-2,2,3,3,5,5,6,6-d8)isoindoline